OCCN(CCO)CCCN1C=NC=C1 2-(2-hydroxyethyl-(3-imidazol-1-ylpropyl)-amino)-ethanol